(1R,2S,5S)-3-((S)-2-hydroxybutanoyl)-6,6-dimethyl-N-((S)-3-oxo-1-((S)-2-oxopyrrolidin-3-yl)-4-(trifluoromethoxy)butan-2-yl)-3-azabicyclo[3.1.0]-hexane-2-carboxamide O[C@H](C(=O)N1[C@@H]([C@H]2C([C@H]2C1)(C)C)C(=O)N[C@@H](C[C@H]1C(NCC1)=O)C(COC(F)(F)F)=O)CC